4-(7-methoxy-6-(4-methyl-1H-imidazol-1-yl)-9-oxo-9H-fluoren-2-yl)benzoic acid methyl ester COC(C1=CC=C(C=C1)C1=CC=2C(C3=CC(=C(C=C3C2C=C1)N1C=NC(=C1)C)OC)=O)=O